C(C)C1=C(C(=O)O)C(=CC(=N1)C1=NN(C=C1)C)Cl ethyl-4-chloro-6-(1-methyl-1H-pyrazol-3-yl)nicotinic acid